3,5-bis(4-(1-methyl-4-(trifluoromethyl)-1H-imidazol-2-yl)phenyl)-1H-1,2,4-triazole CN1C(=NC(=C1)C(F)(F)F)C1=CC=C(C=C1)C1=NNC(=N1)C1=CC=C(C=C1)C=1N(C=C(N1)C(F)(F)F)C